ClN1C(C2(C3=CC=C(C=C13)C(F)(F)F)COC1=C2C=CC=C1)=O chloro-6'-(trifluoromethyl)-2H-spiro[benzofuran-3,3'-indolin]-2'-one